C(C)O[C@@H]1C[C@H](C1)NC1=NN2C(C=N1)=C(C=C2)C=2C=NC=1N(C2)C(=CN1)C N-(trans-3-ethoxycyclobutyl)-5-(3-methylimidazo[1,2-a]pyrimidin-6-yl)pyrrolo[2,1-f][1,2,4]triazin-2-amine